8-(6-((R)-1-(2-((S)-3-(difluoromethoxy)pyrrolidin-1-yl)ethoxy)ethyl)pyridin-3-yl)-3-methyl-1-(tetrahydro-2H-pyran-4-yl)-1,3-dihydro-2H-imidazo[4,5-c]cinnolin-2-one FC(O[C@@H]1CN(CC1)CCO[C@H](C)C1=CC=C(C=N1)C1=CC=2C3=C(N=NC2C=C1)N(C(N3C3CCOCC3)=O)C)F